ethyl 3-(4-(((S)-7-chloro-2,3-dihydrobenzo[b][1,4]dioxin-2-yl) methoxy) phenyl)-3-ethoxypropionate ClC=1C=CC2=C(O[C@H](CO2)COC2=CC=C(C=C2)C(CC(=O)OCC)OCC)C1